C1=CC=CC=2C3=CC=CC=C3N(C12)C=1C=C(C=CC1)N1C2=CC=CC=C2C=2C=C(C=CC12)P(=O)(C1=CC=CC=C1)C1=CC=CC=C1 9-(3-(9H-carbazol-9-yl)phenyl)-3-(diphenylphosphoryl)-9H-carbazole